C(C)(C)(C)OC(=O)N1CCN(CC1)CC1=CC=C(C=C1)NC1=NC(=NC(=C1C(=O)OCC)C)N1CCOCC1 Ethyl 4-(4-((4-(tert-butoxycarbonyl) piperazin-1-yl) methyl) phenylamino)-6-methyl-2-morpholinopyrimidine-5-carboxylate